C(C)(C)(C)OC(=O)N1CC2(C1)CC(C2)C=2N(C(=C(N2)Br)C2=CC=CC1=CC=CC=C21)C.O2C(=CC1=C2C2=NC=3C=CC=CC3C=C2C2=C1OC=C2)C(=O)Cl difuranoacridineformyl chloride tert-butyl-6-[4-bromo-1-methyl-5-(1-naphthyl)imidazol-2-yl]-2-azaspiro[3.3]heptane-2-carboxylate